(3-((2,4-dichlorophenoxy)methyl)benzyl)azetidine ClC1=C(OCC=2C=C(CN3CCC3)C=CC2)C=CC(=C1)Cl